CN1C(C(=C(C2=CC=CC=C12)N1CCC(CC1)C=1OC2=C(N1)C=CC(=C2)C2COC2)C#N)=O 1-methyl-4-{4-[6-(oxetan-3-yl)-1,3-benzoxazol-2-yl]piperidin-1-yl}-2-oxo-1,2-dihydroquinoline-3-carbonitrile